N-(5-((1r,3r)-3-(2-(isopropylamino)-2-oxoethyl)cyclobutyl)-1H-pyrazol-3-yl)-3-(methoxymethyl)-1-methyl-1H-pyrazole-5-carboxamide C(C)(C)NC(CC1CC(C1)C1=CC(=NN1)NC(=O)C1=CC(=NN1C)COC)=O